(3S,4S)-1-Cyclohexyl-4-{[5-(2,4-difluoro-phenyl)-isoxazole-3-carbonyl]-amino}-piperidine-3-carboxylic acid (2-hydroxy-1-pyridin-2-yl-ethyl)-amide OCC(C1=NC=CC=C1)NC(=O)[C@H]1CN(CC[C@@H]1NC(=O)C1=NOC(=C1)C1=C(C=C(C=C1)F)F)C1CCCCC1